2-(2-ethoxypyridin-3-yl)-7-[(3-hydroxy-1-methylazetidin-3-yl)methyl]-1'-[5-propoxy-4-(trifluoromethyl)pyridin-3-yl]spiro[6H-1,7-naphthyridine-5,4'-piperidine]-8-one C(C)OC1=NC=CC=C1C1=NC=2C(N(CC3(CCN(CC3)C=3C=NC=C(C3C(F)(F)F)OCCC)C2C=C1)CC1(CN(C1)C)O)=O